3,3,6,9,9-pentamethyl-2,10-diazabicyclo[4.4.0]dec-1-ene CC1(N=C2NC(CCC2(CC1)C)(C)C)C